3-(7-(2-(Mesitylamino)-2-oxoethoxy)naphthalen-2-yl)propanoic acid C1(=C(C(=CC(=C1)C)C)NC(COC1=CC=C2C=CC(=CC2=C1)CCC(=O)O)=O)C